6-[6-methoxy-2-methyl-5-({1-[2-(trifluoromethoxy)-phenyl]ethyl}carbamoyl)-pyridin-3-yl]-N-methyl-1H-indazole-3-carboxamide COC1=C(C=C(C(=N1)C)C1=CC=C2C(=NNC2=C1)C(=O)NC)C(NC(C)C1=C(C=CC=C1)OC(F)(F)F)=O